thiazole disulphide S1(C=NC=C1)(=S)=S